ClC=1SC(=CC1C=1N=C(SC1)NC(=O)C=1OC(=CC1)[N+](=O)[O-])Cl N-(4-(2,5-dichlorothiophen-3-yl)thiazol-2-yl)-5-nitrofuran-2-carboxamide